FC(C1=NN=C(O1)C1=CN=C(S1)CN(S(=O)(=O)CC)C1=NC(=CC=C1)C(F)(F)F)F N-((5-(5-(difluoromethyl)-1,3,4-oxadiazol-2-yl)thiazol-2-yl)methyl)-N-(6-(trifluoromethyl)pyridin-2-yl)ethanesulfonamide